5-ethyl-5-(r-methyl-3'-hydroxybutyl)-2-thiobarbituric acid C(C)C1(C(NC(NC1=O)=S)=O)CC[C@@H](CC)O